CN1N=C2[C@@H](N(CCC2=C1C1=NN(C(=C1)C(F)(F)F)C)C(=O)C=1C=C2C=CC=NC2=CC1)C (S)-(2,7-Dimethyl-3-(1-methyl-5-(trifluoromethyl)-1H-pyrazol-3-yl)-2,4,5,7-tetrahydro-6H-pyrazolo[3,4-c]pyridin-6-yl)(quinolin-6-yl)methanone